(S)-1-(4-(3-methoxypyridin-4-yl)-2-(trifluoromethyl)phenoxy)-2,4-dimethylpentan-2-amine COC=1C=NC=CC1C1=CC(=C(OC[C@](CC(C)C)(N)C)C=C1)C(F)(F)F